C(#N)C=1C(=NC(=C(C1C1CC1)C#N)N1CCC(CC1)N(C)C)SC(C(=O)N)C1=CC=CC=C1 2-((3,5-dicyano-4-cyclopropyl-6-(4-(dimethylamino)piperidin-1-yl)pyridin-2-yl)thio)-2-phenylacetamide